6-[5-(4-bromophenyl)-1-[2-(trifluoromethyl)phenyl]pyrrol-2-yl]-N-[2-(dimethylamino)ethyl]pyridine-3-carboxamide BrC1=CC=C(C=C1)C1=CC=C(N1C1=C(C=CC=C1)C(F)(F)F)C1=CC=C(C=N1)C(=O)NCCN(C)C